F[Sb-](F)(F)(F)(F)F.ClC1=C(C=CC(=C1)C(C1=CC=C(C=C1)OC)=O)SC1=CC=C(C=C1)[S+](C1=CC=CC=C1)C1=CC=CC=C1 4-(2-chloro-4-(4-methoxybenzoyl)phenylthio)phenyldiphenylsulfonium hexafluoroantimonate